1-(methyl-d3)-4-nitro-1H-pyrazole [2H]C([2H])([2H])N1C=C(C=N1)[N+](=O)[O-]